ClC1=CC=C(C(=N1)C(=O)NS(=O)(=O)C)N[C@H](C)C=1C=C(C=C2C(N(C(=NC12)N1CC=2N(N=CC2C1)C)C)=O)C (R)-6-chloro-3-((1-(3,6-dimethyl-2-(1-methyl-4,6-dihydropyrrolo[3,4-c]pyrazol-5(1H)-yl)-4-oxo-3,4-dihydroquinazolin-8-yl)ethyl)amino)-N-(methylsulfonyl)picolinamide